C(C)(C)S(=O)(=O)OC1=CC=CC=2COC(OCC21)C=2N=C(SC2)C2CCN(CC2)C(CN2N=C(C=C2C(F)F)C(F)F)=O 4-[4-(6-isopropylsulfonyloxy-1,5-dihydro-3H-2,4-benzodioxepin-3-yl)-2-thiazolyl]-1-[2-[3,5-bis(difluoromethyl)-1H-pyrazol-1-yl]acetyl]piperidine